1,1,1,3,3,3-Hexafluoropropan-2-yl (S)-1-((5-methylpyrazin-2-yl)carbamoyl)-6-azaspiro[2.5]octan-6-carboxylat CC=1N=CC(=NC1)NC(=O)[C@H]1CC12CCN(CC2)C(=O)OC(C(F)(F)F)C(F)(F)F